C(C=C)(=O)O.C(C=C)(=O)O.C(C=C)(=O)O.C(C=C)(=O)O.C(C=C)(=O)O.OCC(C)(CO)C neopentyl glycol pentaacrylate